1-azabicyclo[2.2.2]oct-3-yl {2-[3-(prop-1-en-2-yl)phenyl]propan-2-yl}carbamate C=C(C)C=1C=C(C=CC1)C(C)(C)NC(OC1CN2CCC1CC2)=O